4-(2-methoxyphenyl)-6-methylpyridine-3-carboxylic acid COC1=C(C=CC=C1)C1=C(C=NC(=C1)C)C(=O)O